ClC1=CC=C(C=N1)C=1OC(=NN1)C(F)F 2-(6-chloropyridin-3-yl)-5-(difluoromethyl)-1,3,4-oxadiazole